N-((1R,3S)-3-((6-chloro-2-(trifluoromethyl)quinolin-4-yl)amino)cyclohexyl)-1-(2-fluoroethyl)-1H-pyrrole-3-carboxamide ClC=1C=C2C(=CC(=NC2=CC1)C(F)(F)F)N[C@@H]1C[C@@H](CCC1)NC(=O)C1=CN(C=C1)CCF